4-(Difluoromethoxy)-N-[4-(2-fluorophenyl)-1-(4-methoxyphenyl)-1H-imidazol-2-yl]benzamide FC(OC1=CC=C(C(=O)NC=2N(C=C(N2)C2=C(C=CC=C2)F)C2=CC=C(C=C2)OC)C=C1)F